(3R)-3-[[4-[2-[[2-(2,5-dioxopyrrol-1-yl)acetyl]amino]ethylcarbamoylamino]phenyl]carbamoylamino]-3-[3-[[3-(propylcarbamoylamino)phenyl]sulfonylamino]phenyl]propanoic acid O=C1N(C(C=C1)=O)CC(=O)NCCNC(=O)NC1=CC=C(C=C1)NC(=O)N[C@H](CC(=O)O)C1=CC(=CC=C1)NS(=O)(=O)C1=CC(=CC=C1)NC(NCCC)=O